(S)-3-(1-amino-1'-(6-amino-5-((2-amino-3-chloropyridin-4-yl)thio)-3-chloropyrazin-2-yl)-1,3-dihydrospiro[indene-2,4'-piperidin]-6-yl)-N-methylpropiolamide N[C@@H]1C2=CC(=CC=C2CC12CCN(CC2)C2=NC(=C(N=C2Cl)SC2=C(C(=NC=C2)N)Cl)N)C#CC(=O)NC